FC1(CCN(CC1)C=1C2=C(N=C(N1)N)CCC2)F 4-(4,4-difluoropiperidin-1-yl)-6,7-dihydro-5H-cyclopenta[d]pyrimidine-2-amine